ClC=1C=CC=C2C(=NNC12)C12CN(CC2C1)C 7-chloro-3-(3-methyl-3-azabicyclo[3.1.0]hexan-1-yl)-1H-indazole